FC=1C=C(C=CC1C=1C=NC(=CC1)C=1N=NN(N1)C1CC1)N1C(O[C@@H](C1)CO)=O (S)-3-(3-fluoro-4-(6-(2-cyclopropyl-2H-tetrazol-5-yl)pyridin-3-yl)phenyl)-5-(hydroxymethyl)oxazolidin-2-one